N1=C(C=CC=C1)NC=1SC=C(N1)C1=CC=C(C=C1)C1CCN(CC1)C(C)=O 1-(4-(4-(2-(Pyridin-2-ylamino)thiazol-4-yl)phenyl)piperidin-1-yl)ethanon